N[C@@H](CCC(=O)N[C@@H](CC1=CC=C(C=C1)O)C(=O)O)C(=O)O gamma-glutamyl-Tyrosine